hydroxyhexacosanoic acid OC(C(=O)O)CCCCCCCCCCCCCCCCCCCCCCCC